ClC1=C2C=C(C=NC2=CC(=N1)C(F)(F)F)N 5-chloro-7-(trifluoromethyl)-1,6-naphthyridine-3-amine